tert-butyl (S)-3-((S)-3-(3-allylphenyl)-1-(tert-butoxy)-1-oxopropan-2-yl)pyrrolidine-1-carboxylate C(C=C)C=1C=C(C=CC1)C[C@H](C(=O)OC(C)(C)C)[C@H]1CN(CC1)C(=O)OC(C)(C)C